OC1=NC=2CC(NC(C2C=C1)=O)C(C)C 2-Hydroxy-7-(propan-2-yl)-5,6,7,8-tetrahydro-1,6-naphthyridin-5-one